F[C@H]1[C@H]2CC[C@@H](CC1)N2 (1R,2R,3S,5S)-2-fluoro-8-azabicyclo[3.2.1]octan